2-(2-(2,6-dioxopiperidin-3-yl)-1,3-dioxoisoindolin-5-yl)-2-azaspiro[3.5]nonane-7-carbaldehyde O=C1NC(CCC1N1C(C2=CC=C(C=C2C1=O)N1CC2(C1)CCC(CC2)C=O)=O)=O